Methyl 4-(4-ethoxypiperidin-2-yl)-2-(methylamino)benzoate C(C)OC1CC(NCC1)C1=CC(=C(C(=O)OC)C=C1)NC